C(COCCOCCO)O trisethylene glycol